4-(Cyclopropanesulfonimidoyl)-N-(2-(3,3-difluoroazetidin-1-yl)-6-methylpyrimidin-4-yl)-2-(6-azaspiro[2.5]octan-6-yl)benzamide C1(CC1)S(=O)(=N)C1=CC(=C(C(=O)NC2=NC(=NC(=C2)C)N2CC(C2)(F)F)C=C1)N1CCC2(CC2)CC1